ClC1=CC=2C(C3=CC=CC=C3C(C2C=C1)=CC(=O)OCC)=CC(=O)OCC 2-chloro-9,10-bis(ethoxycarbonylmethylene)anthracene